CN(CCCNS(=O)(=O)C1=CC=C(C=C1)C)C N-(3-(dimethylamino)propyl)-4-methylbenzenesulfonamide